OC1(CCC2(OCCO2)CC1)C1=CC=C(C=N1)C=1CCN(CC1)C(C)=O 1-(6-{8-hydroxy-1,4-dioxaspiro[4.5]decan-8-yl}-1',2',3',6'-tetrahydro-[3,4'-bipyridin]-1'-yl)ethan-1-one